(2S)-1-(Dimethylamino)-1-oxopropan-2-yl (2S)-2-[(tert-butoxycarbonyl)amino]-3-{3-[3-(3-fluorophenoxy)-3-phenylazetidin-1-sulfonyl]phenyl}propanoate C(C)(C)(C)OC(=O)N[C@H](C(=O)O[C@H](C(=O)N(C)C)C)CC1=CC(=CC=C1)S(=O)(=O)N1CC(C1)(C1=CC=CC=C1)OC1=CC(=CC=C1)F